5-(2-fluorophenoxy)pyridazine-3-carboxamide FC1=C(OC=2C=C(N=NC2)C(=O)N)C=CC=C1